ClC1=CC=C(C=C1)C1=CC(=NN1CC1=C(C=C(C=C1)Cl)Cl)COC(C(=O)O)(C)C 2-([5-(4-Chlorophenyl)-1-[(2,4-dichlorophenyl)methyl]1H-pyrazol-3-yl]methoxy)-2-methylpropanoic acid